C(C)[C@H]1[C@@H](NC(O1)=O)COC1=NC=CC=2C=C(C=3N(C12)C=CN3)C(=O)N 1-(((4S,5S)-5-ethyl-2-oxooxazolidin-4-yl)methoxy)imidazo[1,2-a][1,7]naphthyridine-6-carboxamide